FC1=C(C=C(C=C1)C1=NC=CC=C1C1=CC=2N(C=C1)N=CC2C(=O)NCCN2CCOCC2)C 5-(2-(4-Fluoro-3-methylphenyl)pyridin-3-yl)-N-(2-morpholinoethyl)pyrazolo[1,5-a]pyridine-3-carboxamide